C(=O)O.C1OCC12CN(C2)CCNC(=O)C2=CC1=C(N3C(S1)=NC(=C3)C3=CC=C(C=C3)C(NC)=O)C=C2 N-(2-(2-oxa-6-azaspiro[3.3]hept-6-yl)ethyl)-2-(4-(methylcarbamoyl)phenyl)benzo[d]imidazo[2,1-b]thiazole-7-carboxamide formate